N1=CC=C2N1C=CC(=N2)N2CC=1N(CC2)N=C(C1)COC[C@H](C)NC=1C(=CN=NC1)C(F)(F)F (S)-5-((1-((5-(pyrazolo[1,5-a]pyrimidin-5-yl)-4,5,6,7-tetrahydropyrazolo[1,5-a]pyrazin-2-yl)methoxy)propan-2-yl)amino)-4-(trifluoromethyl)pyridazin